2-(bis(2-hydroxyethyl)amino)ethane t-butyl-1H-imidazole-1-carboxylate C(C)(C)(C)OC(=O)N1C=NC=C1.OCCN(CC)CCO